5-allyl-pyrimidine-2,4,6(1H,3H,5H)-trione C(C=C)C1C(NC(NC1=O)=O)=O